5-(4-bromo-5-(trifluoromethyl)-1H-pyrazol-1-yl)-1-methoxyisoquinoline BrC=1C=NN(C1C(F)(F)F)C1=C2C=CN=C(C2=CC=C1)OC